N,N-bis[(2,4-dimethoxyphenyl)methyl]-2-(ethoxymethyl)-7-iodo-1,6-dimethyl-imidazo[4,5-c]pyridin-4-amine COC1=C(C=CC(=C1)OC)CN(C1=NC(=C(C2=C1N=C(N2C)COCC)I)C)CC2=C(C=C(C=C2)OC)OC